CC=1OC(=CC1C(=O)NC1=NC(=NS1)CC(C)(F)F)C1=CC(=CC=C1)OC(F)F 2-methyl-5-(3-(difluoromethoxy)phenyl)-N-(3-(2,2-difluoropropyl)-1,2,4-thiadiazol-5-yl)furan-3-carboxamide